C(C=C)(=O)OCO[Si](OC)(C)C acryloyloxy-methylmethyldimethoxysilane